NCC1=CC=C(C=C1)N1N=C(C=C1C#N)C#N 1-(4-(aminomethyl)phenyl)-1H-pyrazole-3,5-dicarbonitrile